4-fluoro-1,2-dimethylbenzene FC1=CC(=C(C=C1)C)C